C(#N)C1=C(C=C(C=C1)N1C(N(C(C1=O)(C)C)C1=CC(=C(C=C1)CCCN1CCN(CC1)C(=O)OC(C)(C)C)CC)=S)C(F)(F)F tert-Butyl 4-(3-(4-(3-(4-cyano-3-(trifluoromethyl)phenyl)-5,5-dimethyl-4-oxo-2-thioxoimidazolidin-1-yl)-2-ethylphenyl)propyl)piperazine-1-carboxylate